CN1N=C(C=C1)NC(OC1=CC=CC=C1)=O phenyl (1-methyl-1H-pyrazol-3-yl)carbamate